Cl.Cl.CC=1N=C2N(N=C(C=C2C)C2=C(N=NC3=CC=CC(=C23)F)C=2CCNCC2)C1 (2,8-Dimethylimidazo[1,2-b]pyridazin-6-yl)-5-fluoro-3-(1,2,3,6-tetrahydropyridin-4-yl)cinnoline dihydrochloride